tert-butyl {(1S)-1-[1-(pyrimidin-2-yl)-1H-1,2,4-triazol-5-yl]ethyl}carbamate N1=C(N=CC=C1)N1N=CN=C1[C@H](C)NC(OC(C)(C)C)=O